N,N-bis(2-chloroethyl)-amine ClCCNCCCl